C(=O)O.OC1CC(NC1)C(=O)N 4-hydroxypyrrolidine-2-carboxamide formate salt